S1C=NC2=C1C=CC(=C2)N2N=CN=C2CNC(=O)NCC2=NC(=NN2C2=CC(=C(C=C2)Cl)F)C 1-{[1-(1,3-benzothiazol-5-yl)-1H-1,2,4-triazol-5-yl]methyl}-3-{[1-(4-chloro-3-fluorophenyl)-3-methyl-1H-1,2,4-triazol-5-yl]methyl}urea